ClC=1C=NN(C(C1Cl)=O)CC(=O)NC1=CC(=C(C=C1)C)S(N[C@@H](C)C1=CC=CC=C1)(=O)=O (S)-2-(4,5-dichloro-6-oxopyridazin-1(6H)-yl)-N-(4-methyl-3-(N-(1-phenylethyl)sulfamoyl)phenyl)acetamide